[SH2]1(CCCCC1)=O λ6-thianone